benzyl-(3-fluoro-2-(trifluoromethyl) phenyl) sulfide C(C1=CC=CC=C1)SC1=C(C(=CC=C1)F)C(F)(F)F